tetrahydropyrrole compound with nitrosobenzene N(=O)C1=CC=CC=C1.N1CCCC1